ClC=1C=C(C=CC1F)N1CC(C=2C1=NC=C(N2)C(=O)N2C(CN(CC2)C2=NC(=C(C(=O)OC)C(=C2)C)C)(C)C)(C)C methyl 6-(4-(5-(3-chloro-4-fluorophenyl)-7,7-dimethyl-6,7-dihydro-5H-pyrrolo[2,3-b]pyrazine-2-carbonyl)-3,3-dimethylpiperazin-1-yl)-2,4-dimethylnicotinate